3-(3-((6-phenoxypyridin-3-yl)methyl)isoxazol-5-yl)pyridin-2-amine O(C1=CC=CC=C1)C1=CC=C(C=N1)CC1=NOC(=C1)C=1C(=NC=CC1)N